FC(CN(C1=NC(N(C2=CC=C(C(=C12)F)F)C([2H])([2H])[2H])=O)C1=CC(=NC=C1)C#CC1(CC1)C)F 4-[2,2-difluoroethyl-[2-[2-(1-methylcyclopropyl)ethynyl]-4-pyridyl]amino]-5,6-difluoro-1-(trideuteriomethyl)quinazolin-2-one